BrC=1C(=NN(C1)C1=CC=C(C=C1)C1CCN(CC1)C(=O)OC(C)(C)C)C1=CC=NC=C1 tertbutyl 4-{4-[4-bromo-3-(pyridin-4-yl)pyrazol-1-yl]phenyl}piperidine-1-carboxylate